1-(6-(2-(3-methylpyridin-4-yl)imidazo[1,2-a]pyrimidin-3-yl)-2,3-dihydro-4H-benzo[b][1,4]oxazin-4-yl)ethan-1-one CC=1C=NC=CC1C=1N=C2N(C=CC=N2)C1C1=CC2=C(OCCN2C(C)=O)C=C1